1H-pyrrolo[3,2-c]pyridin-3-carbonyl azide N1C=C(C=2C=NC=CC21)C(=O)N=[N+]=[N-]